N,N-diethyl-N'-methyl-butanediamine C(C)N(C(CCC)NC)CC